N1(C2C(CC1)COC2)C(=O)[O-] hexahydro-1H-furo[3,4-b]pyrrole-1-carboxylate